bromomethyl-p-tert-octyl-phenol BrCC1=C(C=CC(=C1)C(C)(C)CC(C)(C)C)O